2-((((1,3-bis(phenylthio)propan-2-yl)oxy)carbonyl)amino)ethyl methacrylate C(C(=C)C)(=O)OCCNC(=O)OC(CSC1=CC=CC=C1)CSC1=CC=CC=C1